C(#N)C=1N=C(C=2N(C1)C=C(N2)C(=O)OCC)CC2=C(C=C(C(=C2)F)F)F ethyl 6-cyano-8-[(2,4,5-trifluorophenyl)methyl]imidazo[1,2-a]pyrazine-2-carboxylate